OC[C@@H]1N(C[C@H](N(C1)C1=CC(N(C=2C=CC(=NC12)C#N)C)=O)C)CC1=C(C=C(C=C1F)F)F 8-[(2r,5r)-5-(hydroxymethyl)-2-methyl-4-[(2,4,6-trifluorophenyl)methyl]piperazin-1-yl]-5-methyl-6-oxo-5,6-dihydro-1,5-naphthyridine-2-carbonitrile